N1C=CC=2C1=NC=CC2C=2C=NN(C2)C2=C(C#N)C=C(C=C2)C(F)(F)F 2-[4-(1H-pyrrolo[2,3-b]pyridin-4-yl)-1H-pyrazol-1-yl]-5-(trifluoromethyl)-benzonitrile